CN1C=NC2=C1C=C(C(=C2)C2=CC=CN1C(=CC=C21)C(=O)NCCNC(OC(C)(C)C)=O)C(F)(F)F tert-butyl (2-(8-(1-methyl-6-(trifluoromethyl)-1H-benzo[d]imidazol-5-yl)indolizine-3-carboxamido)ethyl)carbamate